IC1=C(C=NN1C)CN(C[C@H](C)OC=1N(N=CC1C=1C=C2C(=NN(C2=CC1)C1OCCCC1)C#C[Si](C(C)C)(C(C)C)C(C)C)C)C (2S)-N-[(5-iodo-1-methyl-pyrazol-4-yl)methyl]-N-methyl-2-[2-methyl-4-[1-tetrahydropyran-2-yl-3-(2-triisopropylsilylethynyl)indazol-5-yl]pyrazol-3-yl]oxy-propan-1-amine